2,2-DIMETHYL-2,3-DIHYDRO-1-BENZOFURAN-4-BORONIC ACID CC1(OC=2C(C1)=C(C=CC2)B(O)O)C